CC=1C=CC=C2COC(=O)C12 7-METHYLPHTHALIDE